O-((trans)-6'-(1-bromo-8-((2,4-dimethoxybenzyl)amino)imidazo[1,5-a]pyrazin-3-yl)-3'-oxohexahydro-1'H-spiro[cyclopropane-1,2'-indolizin]-1'-yl) 1H-imidazole-1-carbothioate N1(C=NC=C1)C(OC1C2(C(N3CC(CCC13)C1=NC(=C3N1C=CN=C3NCC3=C(C=C(C=C3)OC)OC)Br)=O)CC2)=S